3-(2-methylpropyl)pyridine CC(CC=1C=NC=CC1)C